(5'S,7a'R)-5'-phenyl-1-(thieno[3,2-d]pyrimidin-4-yl)tetrahydro-3'H-spiro[piperidine-4,2'-pyrrolo[2,1-b][1,3]oxazol]-3'-one C1(=CC=CC=C1)[C@@H]1CC[C@H]2OC3(C(N21)=O)CCN(CC3)C=3C2=C(N=CN3)C=CS2